C(C)OC(=O)C1(CSCC1O)N1C2=NC=NC(=C2N=C1)SC (±)-Ethyl-4-hydroxy-3-(6-(methylthio)-9H-purin-9-yl)tetrahydrothiophene-3-carboxylate